C1(CCC1)C=1C(=NN(C1NC(OC1CC(C1)(F)F)=O)C)C1CC(C1)O 3,3-difluorocyclobutyl (4-cyclobutyl-3-(3-hydroxycyclobutyl)-1-methyl-1H-pyrazol-5-yl)carbamate